C(C)(C)(C)OC(=O)N1CCC(CC1)OC1=NC(=CC=C1)CC1=CC(=C(C=C1)Cl)F 4-((6-(4-chloro-3-fluorobenzyl)pyridin-2-yl)oxy)piperidine-1-carboxylic acid tert-butyl ester